C1(=C(C=CC=C1)C=1C(=C2C=3C(=C(C(=C(C3CC2=CC1)N(C1=C(C(=CC=2C3=CC=CC=C3CC12)C1=CC=CC=C1)C1=CC=CC=C1)C1=CC=CC=2OC3=C(C21)C=CC=C3)C3=CC=CC=C3)C3=CC=CC=C3)C3=C(C(=CC=2C1=CC=CC=C1CC32)C3=CC=CC=C3)C3=CC=CC=C3)C3=C(C=CC=2OC1=C(C23)C=CC=C1)C1=CC=CC=C1)C1=CC=CC=C1 (biphenylyl)(phenyldibenzofuranyl)(diphenylfluorenyl)(dibenzofuranyl)bis(diphenylfluorenyl)amine